ethyl 3-(3-fluoro-4-methoxyphenyl)-3-(2-(4-hydroxypentyl)thiazol-4-yl)propanoate FC=1C=C(C=CC1OC)C(CC(=O)OCC)C=1N=C(SC1)CCCC(C)O